[K+].P(=O)([O-])([O-])OCCCCCCC.[K+] n-heptanol phosphate potassium salt